C(=O)(O)C=1C=C(C=CC1OC1=C(C=C(C=C1)N)C(F)(F)F)C1=CC(=C(C=C1)OC1=C(C=C(C=C1)N)C(F)(F)F)C(=O)O 3,3'-dicarboxy-4,4'-bis(4-amino-2-trifluoromethyl-phenoxy)biphenyl